C1CC12CC=CC2 spiro[2.4]hept-5-ene